NCC1(CC1)C(=O)N[C@H](CO)CC=1N=CNC1 (S)-1-(Aminomethyl)-N-(1-hydroxy-3-(1H-imidazol-4-yl)propan-2-yl)cyclopropancarboxamid